(3-acryloxypropyl)-trichlorosilane C(C=C)(=O)OCCC[Si](Cl)(Cl)Cl